tert-butyl (2-bromo-6-((difluoromethyl)thio)-3-fluorobenzyl)carbamate BrC1=C(CNC(OC(C)(C)C)=O)C(=CC=C1F)SC(F)F